Cl.Cl.S(=O)(C1=CC=C(C=C1)N)(=O)N sulfanilamide, dihydrochloride